CC(CC(=O)OCCCCCC(CCCC(CCC(C)C)C)C)C 6,10,13-Trimethyltetradecyl 3-methylbutanoate